(3R,5R,8R,9S,10S,13S,14S,17R)-17-((3R)-3-hydroxybutan-2-yl)-10,13-dimethyl-3-(trifluoromethyl)hexadecahydro-1H-cyclopenta[a]phenanthren-3-ol O[C@@H](C(C)[C@H]1CC[C@H]2[C@@H]3CC[C@@H]4C[C@@](CC[C@@]4([C@H]3CC[C@]12C)C)(O)C(F)(F)F)C